CCCC(CCC)C1=C(C(=CC=C1)C(CCC)CCC)N1CN(C(=C1Cl)Cl)C1=C(C=CC=C1C(CCC)CCC)C(CCC)CCC 1,3-bis[2,6-bis(heptan-4-yl)phenyl]-4,5-dichloro-2,3-dihydro-1H-imidazol